C(OC1=C(C=C(C=C1)C1=CC(=CC=C1)C(=O)N(C)C)S(NC1=CC(=CC=C1)N1C(N(CCC1)C1=CC=C(C=C1)CCC)=O)(=O)=O)([2H])([2H])[2H] 4'-(methoxy-d3)-N,N-dimethyl-3'-(N-(3-(2-oxo-3-(4-propylphenyl)tetrahydropyrimidin-1(2H)-yl)phenyl)sulfamoyl)-[1,1'-biphenyl]-3-carboxamide